N[C@@]1(CN(CC1)C1=C(C=NC=C1C1=CC(=CC(=C1)C)F)C(=O)NC1(CCCC1)C(F)(F)F)C 4-[(3S)-3-amino-3-methylpyrrolidin-1-yl]-5-(3-fluoro-5-methylphenyl)-N-[1-(trifluoromethyl)cyclopentyl]pyridine-3-carboxamide